BrC1=CC(=C2C=NN(C2=C1)C1OCCCC1)C=1N=NN(C1)CC1=CC=C2C=C(N(C2=C1)C(=O)OC(C)(C)C)C=O Tert-butyl 6-((4-(6-bromo-1-(tetrahydro-2H-pyran-2-yl)-1H-indazol-4-yl)-1H-1,2,3-triazol-1-yl)methyl)-2-formyl-1H-indole-1-carboxylate